Cl.C(C)N1CCN(CC1)C1=CC(=NC(=N1)C)NC=1SC(=CN1)C=1C=NC=CC1 [6-(4-Ethyl-piperazin-1-yl)-2-methyl-pyrimidin-4-yl]-(5-pyridin-3-yl-thiazol-2-yl)-amine hydrochloride